7-bromo-N-[5-(2,2-difluoroethyl)-4-methoxy-pyrimidin-2-yl]-1H-indole-3-sulfonic acid amide BrC=1C=CC=C2C(=CNC12)S(=O)(=O)NC1=NC=C(C(=N1)OC)CC(F)F